FC1=C(C=CC=C1)C1=CC=CC2=C1SC1=C2C=CC=C1 4-(2-fluorophenyl)dibenzo[b,d]thiophene